C(C)OC(C=1C(N)=CC=CC1)=O Ethylanthranilat